N,N'-(2,2'-dimethyl-[1,1'-biphenyl]-3,3'-diyl)bis(5-((((1s,3s)-3-hydroxycyclobutyl)amino)methyl)-4-methoxypicolinamide) CC1=C(C=CC=C1NC(C1=NC=C(C(=C1)OC)CNC1CC(C1)O)=O)C1=C(C(=CC=C1)NC(C1=NC=C(C(=C1)OC)CNC1CC(C1)O)=O)C